2-(2-(3-(3-fluorophenyl)-1-phenyl-1H-pyrazol-4-yl)vinyl)isonicotinic acid FC=1C=C(C=CC1)C1=NN(C=C1C=CC=1C=C(C(=O)O)C=CN1)C1=CC=CC=C1